7-(3-methoxyazetidin-1-yl)-4-(o-tolyl)-2H-pyrano[2,3-b]pyridin-2-one COC1CN(C1)C1=CC=C2C(=N1)OC(C=C2C2=C(C=CC=C2)C)=O